COCCOCC(C(=O)[O-])(NC1=C2C(=NC=C1[N+](=O)[O-])N(C=C2)S(=O)(=O)C2=CC=CC=C2)C 3-(2-methoxyethoxy)-2-methyl-2-((5-nitro-1-(benzenesulfonyl)-1H-pyrrolo[2,3-b]Pyridin-4-yl)amino)propionate